N-((5-bromothien-2-yl)sulfonyl)-2-chloro-4-(1-cyanocyclopentyl)-6-methoxybenzamide BrC1=CC=C(S1)S(=O)(=O)NC(C1=C(C=C(C=C1OC)C1(CCCC1)C#N)Cl)=O